F[P-](F)(F)(F)(F)F.[NH+]=1N[N+](=C2N=CC=CC21)[O-] Z-1,2,3-triazolo[4,5-b]pyridinium 3-oxide hexafluorophosphate